COC([C@@]([C@@H](O)C1=CC=C(C=C1)F)(C)F)=O (2s,3s)-2-fluoro-3-(4-fluorophenyl)-3-hydroxy-2-methylpropanoic acid methyl ester